tridodec-ylamine C(CCCCCCCCCCC)N(CCCCCCCCCCCC)CCCCCCCCCCCC